3-(Adamantan-1-yl)-1,1-bis(phenylselanyl)propan-2-one C12(CC3CC(CC(C1)C3)C2)CC(C([Se]C2=CC=CC=C2)[Se]C2=CC=CC=C2)=O